aluminum tris(3,4-dimethyl-8-quinolinol) CC=1C=NC2=C(C=CC=C2C1C)O.CC=1C=NC2=C(C=CC=C2C1C)O.CC=1C=NC2=C(C=CC=C2C1C)O.[Al]